CC(CC#CC=1C=C(C=CC1)S(=O)C1=C(N=NN1)C(=O)OCC)C Ethyl 5-(3-(4-methylpent-1-ynyl)phenylsulfinyl)-1H-1,2,3-triazole-4-carboxylate